trans-N-(4-((5-chloro-4-(1-(cyclopropanecarbonyl)piperidin-3-yl)pyrimidin-2-yl)amino)cyclohexyl)acetamide ClC=1C(=NC(=NC1)N[C@@H]1CC[C@H](CC1)NC(C)=O)C1CN(CCC1)C(=O)C1CC1